C[C@]12C[C@H](N[C@@H]2C1)C(=O)NC=1C(N(C=CC1)C1=NC=CC=C1)=O (1R,3S,5R)-5-methyl-N-{2-oxo-[1,2'-bipyridine]-3-yl}-2-azabicyclo[3.1.0]hexane-3-carboxamide